CC1=C(NC2=CC=C(C=C2)[Si](CC)(C)C)C(=CC=C1)C 2,6-dimethyl-N-(4-(methyltrimethylsilyl)phenyl)aniline